((2-amino-5-chlorophenyl)amino)piperidine-1-carboxylic acid tert-butyl ester C(C)(C)(C)OC(=O)N1C(CCCC1)NC1=C(C=CC(=C1)Cl)N